2-(2-cyclopropylethyl)-6-[2-(2,2,2-trifluoroethoxy)pyrimidin-5-yl]pyridazin-3-one C1(CC1)CCN1N=C(C=CC1=O)C=1C=NC(=NC1)OCC(F)(F)F